6-((4-(3-(2-Hydroxyethylcarbamoyl)-2-methoxyanilino)-5-(methylcarbamoyl)-2-pyridyl)amino)pyridine-3-carboxylic acid OCCNC(=O)C=1C(=C(NC2=CC(=NC=C2C(NC)=O)NC2=CC=C(C=N2)C(=O)O)C=CC1)OC